4-((4-(but-3-enyl)phenyl)ethynyl)-1-((4-ethylphenyl)ethynyl)-2-methylbenzene C(CC=C)C1=CC=C(C=C1)C#CC1=CC(=C(C=C1)C#CC1=CC=C(C=C1)CC)C